(2S,3S,4R,5R)-2-((R)-7-chloroisochroman-1-yl)-5-(4-methyl-7H-pyrrolo[2,3-d]pyrimidin-7-yl)tetrahydrofuran-3,4-diol ClC1=CC=C2CCO[C@H](C2=C1)[C@H]1O[C@H]([C@@H]([C@@H]1O)O)N1C=CC2=C1N=CN=C2C